ethyl 2-((1R,3S)-1-(3-bromo-4-fluorobenzyl)-3-(methylsulfonamido)cyclopentyl)oxazole-4-carboxylate BrC=1C=C(C[C@]2(C[C@H](CC2)NS(=O)(=O)C)C=2OC=C(N2)C(=O)OCC)C=CC1F